1,4'-Bipiperidine N1(CCCCC1)C1CCNCC1